COC(=O)[C@H]1[C@H](CCC2C1CC3C4=C(CCN3C2)C5=CC=CC=C5N4)O 17α-hydroxy-yohimban-16α-carboxylic acid methyl ester